CC=1C=C(C=CC1C)CNCC(C)(N)C N1-[(3,4-dimethylphenyl)methyl]-2-methyl-propane-1,2-diamine